1-[5-(5-chloro-2-methoxypyridin-4-yl)-1H-pyrazole-3-carbonyl]-N-[(1,4-dioxan-2-yl)methyl]piperidine-4-carboxamide ClC=1C(=CC(=NC1)OC)C1=CC(=NN1)C(=O)N1CCC(CC1)C(=O)NCC1OCCOC1